BrC1=NC(=CC2=C(C=CC=C12)OC)Cl bromo-3-chloro-5-methoxyisoquinoline